7-((6-(2,6-dimethylmorpholino)-2-methylpyridin-3-yl)amino)-4-methyl-2H-benzo[b][1,4]oxazin-3(4H)-one CC1OC(CN(C1)C1=CC=C(C(=N1)C)NC=1C=CC2=C(OCC(N2C)=O)C1)C